4-[1-[[4-[2-(3-Chlorophenoxy)ethyl-methyl-amino]tetrahydropyran-4-carbonyl]amino]cyclopropyl]benzoic acid, hydrochloride Cl.ClC=1C=C(OCCN(C2(CCOCC2)C(=O)NC2(CC2)C2=CC=C(C(=O)O)C=C2)C)C=CC1